BrC=1N=NC(=CC1)OCC 3-bromo-6-ethoxy-pyridazine